(R)-N-(1'-(6-ethyl-2-(tetrahydrofuran-3-yl)pyrimidin-4-yl)-1',2'-dihydrospiro[cyclopropane-1,3'-pyrrolo[3,2-c]pyridin]-6'-yl)acetamide C(C)C1=CC(=NC(=N1)[C@@H]1COCC1)N1CC2(C=3C=NC(=CC31)NC(C)=O)CC2